(1-iodo-2-methylpropyl) hexadecanoate C(CCCCCCCCCCCCCCC)(=O)OC(C(C)C)I